O1CCC(=CC1)C1=NN(C=C1)C1=C2N=CN(C2=NC(=N1)N1CCOCC1)CC(=O)C1=NC=CC=C1 2-(6-(3-(3,6-dihydro-2H-pyran-4-yl)-1H-pyrazol-1-yl)-2-morpholino-9H-purin-9-yl)-1-(pyridin-2-yl)ethan-1-one